2-((2-ethyl-6-(2-(1-(pyrrolidine-1-carbonyl)piperidin-4-yl)pyrimidin-5-yl)imidazo[1,2-a]pyridin-3-yl)(methyl)amino)-4-(4-fluorophenyl)thiazole-5-carbonitrile C(C)C=1N=C2N(C=C(C=C2)C=2C=NC(=NC2)C2CCN(CC2)C(=O)N2CCCC2)C1N(C=1SC(=C(N1)C1=CC=C(C=C1)F)C#N)C